C(C)(C)(C)OC(NCC1=CC(=CC(=C1)C=1C=NNC1)F)=O (3-Fluoro-5-(1H-pyrazol-4-yl)benzyl)carbamic acid tert-butyl ester